N1C=C(C=2C1=NC=CC2)C=2C=NN(C2)C(CC(=O)NCC(F)(F)F)(C)C 3-(4-(1H-pyrrolo[2,3-b]pyridin-3-yl)-1H-pyrazol-1-yl)-3-methyl-N-(2,2,2-trifluoroethyl)butyramide